ClC=1C(=C(C=2N(CCN(C2C1)C)C)C(=O)O)F 7-Chloro-6-fluoro-1,4-dimethyl-1,2,3,4-tetrahydroquinoxaline-5-carboxylic acid